1-(4-bromo-3-chloro-2-hydroxy-phenyl)ethanone BrC1=C(C(=C(C=C1)C(C)=O)O)Cl